3-methylbenzen CC=1C=CC=CC1